(2-chloro-4-fluoro-phenyl)-[(1S,5R)-8-[7-(2,2-dimethylpropylsulfonyl)-3-isobutyl-imidazo[1,5-a]pyridin-5-yl]-3,8-diazabicyclo[3.2.1]octan-3-yl]methanone ClC1=C(C=CC(=C1)F)C(=O)N1C[C@@H]2CC[C@H](C1)N2C2=CC(=CC=1N2C(=NC1)CC(C)C)S(=O)(=O)CC(C)(C)C